acetic acid, hydroxide C(C)(=O)O